(2-(3,8-diazabicyclo[3.2.1]octan-8-yl)-6,7-dihydrothiazolo[5,4-c]pyridin-5(4H)-yl)(6-(trifluoromethyl)pyridin-3-yl)methanone C12CNCC(CC1)N2C=2SC=1CN(CCC1N2)C(=O)C=2C=NC(=CC2)C(F)(F)F